C(C)O/C=C/C=1C=C2C=C(N=NC2=CC1)CN1CCOCC1 (E)-4-((6-(2-ethoxyvinyl)-cinnolin-3-yl)methyl)morpholine